OP(O)OP(O)O.C(CCCCCCC(C)C)OC(O)(C(CO)(CO)CO)OCCCCCCCC(C)C diisodecyloxy-pentaerythritol diphosphite